tert-butyl 3-(((2'-chloro-4,5,5',6'-tetrahydro-2H-spiro[furan-3,8'-pyrano[3,4-b]pyridin]-4'-yl)oxy)methyl)azetidin-1-carboxylate ClC1=CC(=C2C(=N1)C1(OCC2)COCC1)OCC1CN(C1)C(=O)OC(C)(C)C